CN1C[C@@H]2N(C3=C(C=C(C=C3CC2)C=2C=C3C(=NC2)NC=C3C3=CC=C(C(=O)N(C[C@@H]2COCC2)C)C=C3)C)CC1 4-(5-((R)-3,10-dimethyl-2,3,4,4a,5,6-hexahydro-1H-pyrazino[1,2-a]quinolin-8-yl)-1H-pyrrolo[2,3-b]pyridin-3-yl)-N-methyl-N-(((R)-tetrahydrofuran-3-yl)methyl)benzamide